Methyl (R)-8-(2,4-dichlorophenyl)-9-(3-((1-(3-fluoropropyl)pyrrolidin-3-yl)oxy)phenyl)-6,7-dihydro-5H-benzo[7]annulene-3-carboxylate ClC1=C(C=CC(=C1)Cl)C=1CCCC2=C(C1C1=CC(=CC=C1)O[C@H]1CN(CC1)CCCF)C=CC(=C2)C(=O)OC